FC=1C=C(C(=C2CCCC12)NC(=O)N=[S@@](=O)(N)C=1C=NN2C1OCCC2)C2=CC=NC=C2 (S)-N'-((7-fluoro-5-(pyridin-4-yl)-2,3-dihydro-1H-inden-4-yl)carbamoyl)-6,7-dihydro-5H-pyrazolo[5,1-b][1,3]oxazine-3-sulfonimidamide